(3S)-3-({5-[5,7-difluoro-2-(4-methylpyridin-2-yl)-1H-indol-3-yl]-1,3,4-oxadiazol-2-yl}amino)pyrrolidin-2-one FC=1C=C2C(=C(NC2=C(C1)F)C1=NC=CC(=C1)C)C1=NN=C(O1)N[C@@H]1C(NCC1)=O